O=C1C(CC=2C(N1)=NNC2)C(=O)[O-] 6-oxo-2H,4H,5H,6H,7H-pyrazolo[3,4-b]pyridine-5-carboxylate